[I-].C[N+](C)(C)CC1=C(C=CC2=CC=CC=C12)OC N,N,N-trimethyl-1-(2-methoxynaphthalene-1-yl)methylammonium iodide